5-amino-1-ethyl-3-(2-(trifluoromethyl)benzyl)quinazoline-2,4(1h,3h)-dione NC1=C2C(N(C(N(C2=CC=C1)CC)=O)CC1=C(C=CC=C1)C(F)(F)F)=O